C1(=CC=CC=C1)C(CC(O)C1=CC=CC=C1)O 1,3-diphenyl-1,3-propanediol